N-(6-(5-chloro-6-fluoro-7-(1H-pyrrol-1-yl)-1H-indazol-4-yl)imidazo[1,2-a]pyrazin-2-yl)-2-fluorocyclopropane-1-carboxamide ClC=1C(=C2C=NNC2=C(C1F)N1C=CC=C1)C=1N=CC=2N(C1)C=C(N2)NC(=O)C2C(C2)F